7-decen CCCCCCC=CCC